bismuth-sodium carbonate C([O-])([O-])=O.[Na+].[Bi+3].C([O-])([O-])=O